1-(3-methyl-1,2,4-oxadiazol-5-yl)-4-{4-[(2S)-pyrrolidin-2-yl]piperidin-1-yl}azepane trifluoroacetic acid salt FC(C(=O)O)(F)F.CC1=NOC(=N1)N1CCC(CCC1)N1CCC(CC1)[C@H]1NCCC1